COC(=O)CCCC(=O)O The molecule is a dicarboxylic acid monoester that the monomethyl ester of glutaric acid. It has a role as a human urinary metabolite. It derives from a glutaric acid.